(S)-2-(2-methoxypyridin-3-yl)propanoic acid COC1=NC=CC=C1[C@@H](C(=O)O)C